1-(3-chloro-5-(4-(ethoxycarbonyl)piperidin-1-yl)benzyl)-1,8-diazaspiro[4.5]decane-8-carboxylic acid tert-butyl ester C(C)(C)(C)OC(=O)N1CCC2(CCCN2CC2=CC(=CC(=C2)N2CCC(CC2)C(=O)OCC)Cl)CC1